1-[trans-4-cyanotetrahydropyran-3-yl]Pyrazole-4-carboxamide C(#N)[C@H]1[C@@H](COCC1)N1N=CC(=C1)C(=O)N